ethyl 5-(difluoromethyl)-1-(oxetan-3-yl)-1H-1,2,3-triazole-4-carboxylate FC(C1=C(N=NN1C1COC1)C(=O)OCC)F